N1C=C(C=2C1=NC=CC2)C2=CC=C1C(=N2)N2C(=N1)CCC2 2-(1H-Pyrrolo[2,3-b]pyridin-3-yl)-7,8-dihydro-6H-pyrrolo[2',1':2,3]imidazo[4,5-b]pyridine